BrC=1C=C(C=C(C1)NS(=O)(=O)C)NC(=O)C=1C=NN(C1)C1=C(C=CC=C1)CO N-(3-bromo-5-(methylsulfonamido)phenyl)-1-(2-(hydroxymethyl)phenyl)-1H-pyrazole-4-carboxamide